The molecule is a bisabolene that is cyclohexene substituted by a methyl group at position 1 and a 6-methylhepta-1,5-dien-2-yl group at position 4. It has a role as a plant metabolite. CC1=CCC(CC1)C(=C)CCC=C(C)C